(3aR,6aS)-5-(6-Chloro-1-ethyl-1H-pyrazolo[3,4-d]pyrimidin-4-yl)hexahydro-1H-furo[3,4-c]pyrrole ClC1=NC(=C2C(=N1)N(N=C2)CC)N2C[C@@H]1[C@H](C2)COC1